8-(3,3-Dimethylazetidin-1-yl)-N-(2-ethoxy-6-methyl-5,6,7,8-tetrahydro-1,6-Naphthyridin-3-yl)pyrido[3,4-d]pyrimidin-2-amine CC1(CN(C1)C1=NC=CC2=C1N=C(N=C2)NC=2C(=NC=1CCN(CC1C2)C)OCC)C